C1(CCC1)C(=O)N1CC2(CC1)N(C(CN(C2=O)C2=C(C=C(C#N)C=C2)F)=O)CC2=CC=C(C=C2)C(F)(F)F 4-(2-(cyclobutanecarbonyl)-7,10-dioxo-6-(4-(trifluoromethyl)benzyl)-2,6,9-triazaspiro[4.5]decan-9-yl)-3-fluorobenzonitrile